C(C)(=O)OIOC(C)=O bis(acetoxy)-iodine